2-[(1Z)-5-fluoro-1-{[6-(4-fluorophenoxy)-5-methylpyridin-3-yl]methylidene}-2-methyl-1H-inden-3-yl]acetic acid FC=1C=C2C(=C(/C(/C2=CC1)=C/C=1C=NC(=C(C1)C)OC1=CC=C(C=C1)F)C)CC(=O)O